C(C)(C)(C)OC(=O)N1CCC(CC1)[C@@H](C)NS(=O)(=O)C1=CC(=C(C=C1)NC(C1=C(C=CC=C1)C)=O)C#N (R)-4-(1-(3-cyano-4-(2-methylbenzoylamino)benzenesulfonylamino)ethyl)piperidine-1-carboxylic acid tert-butyl ester